O=C1NC(CCC1N1C(N(C2=C1C=CC(=C2)C2CCN(CC2)C(=O)NC2=C(C(=CC=C2)CS(=O)(=O)N2CCC(CC2)=O)F)C)=O)=O 4-[1-(2,6-dioxo-3-piperidyl)-3-methyl-2-oxo-benzimidazol-5-yl]-N-[2-fluoro-3-[(4-oxo-1-piperidyl)sulfonylmethyl]phenyl]piperidine-1-carboxamide